4-amino-1-[(2R)-6-amino-2-[[2-[[(2R)-2-amino-3-phenyl-propionyl]amino]-6-fluoro-hexanoyl]amino]hexanoyl]piperidine-4-carboxylic acid tritrifluoroacetate salt FC(C(=O)O)(F)F.FC(C(=O)O)(F)F.FC(C(=O)O)(F)F.NC1(CCN(CC1)C([C@@H](CCCCN)NC(C(CCCCF)NC([C@@H](CC1=CC=CC=C1)N)=O)=O)=O)C(=O)O